1-benzylquinolinium chloride [Cl-].C(C1=CC=CC=C1)[N+]1=CC=CC2=CC=CC=C12